C1N(CC2=CC=CC=C12)CCC(=O)C1OC2=CC=CC=C2C(C1)=O (3-(isoindolin-2-yl)propionyl)chroman-4-one